ClC1=C(C=C(CN2CCN(CC2)CC2=C(C#N)C=CC(=C2)N2CCN(CC2)CC)C=C1)C 2-((4-(4-chloro-3-methylbenzyl)piperazin-1-yl)methyl)-4-(4-ethylpiperazin-1-yl)benzonitrile